O[C@@H]([C@@H](C(=O)N[C@@H](CC(C)C)B1OC([C@H]([C@@H](O1)C(=O)OC)NC)=O)NC(C1=NC(=CC=C1)C1=CC=CC=C1)=O)C methyl (4R,5S)-2-((R)-1-((2S,3R)-3-hydroxy-2-(6-phenylpicolinamido) butanamido)-3-methylbutyl)-5-(methylamino)-6-oxo-1,3,2-dioxaborinane-4-carboxylate